The molecule is a C4-dicarboxylate resulting from the removal of a proton from both carboxylic acid groups of enol-oxaloacetic acid. It is a C4-dicarboxylate and a dicarboxylic acid dianion. It derives from a butenedioate. It is a conjugate acid of an enol-oxaloacetic acid. C(=C(/C(=O)[O-])\\[O-])\\C(=O)O